tris(3-formylphenyl)amine C(=O)C=1C=C(C=CC1)N(C1=CC(=CC=C1)C=O)C1=CC(=CC=C1)C=O